C(C)(=O)OC1=C(C(=CC(=C1)C(C)(C)C)C)C1=NC(=C(C(=N1)NCC1=CC=C(C=C1)OC)C(=O)OCC)C ethyl 2-(2-acetoxy-4-(tert-butyl)-6-methylphenyl)-4-((4-methoxybenzyl) amino)-6-methylpyrimidine-5-carboxylate